NC1=NC=C(C2=C1C=NN2)NC(=O)C(=O)N(CCC(F)(F)F)CC2=CC=CC=C2 N-(4-amino-1H-pyrazolo[4,3-c]pyridin-7-yl)-N'-benzyl-N'-(3,3,3-trifluoropropyl)oxamide